The molecule is a 17-oxo steroid that is andrastin C in which a hydrogen of the methyl group at position 19 has been replaced by a hydroxy group. A farnesyltransferase inhibitor produced by Penicillium roqueforti, a filamentous fungus involved in the ripening of several kinds of blue cheeses. It has a role as an EC 2.5.1.58 (protein farnesyltransferase) inhibitor and a Penicillium metabolite. It is a 5beta steroid, an acetate ester, a 17-oxo steroid, a 15-hydroxy steroid, an enol, a 19-hydroxy steroid, a methyl ester, a meroterpenoid and a primary alcohol. It derives from an andrastin C. It is a conjugate acid of an andrastin B(1-). CC1=C[C@@H]2[C@](CC[C@H]3[C@]2(CC[C@@H](C3(C)C)OC(=O)C)CO)([C@]4([C@@]1(C(=C(C4=O)C)O)C)C(=O)OC)C